CC1(CCN(CC1)O)C dimethylpiperidinol